(3aR,5R,7aR)-5-methyl-octahydro-1H-pyrrolo[2,3-c]pyridine-1-carboxylic acid tert-butyl ester C(C)(C)(C)OC(=O)N1CC[C@H]2[C@@H]1CN[C@@H](C2)C